FC(C=1C=C(C=C(C1)C(F)(F)F)C1=NN(C=N1)\C=C/C(=O)NN1C(CC(C1)O)=O)(F)F (Z)-3-(3-(3,5-bis(trifluoromethyl)phenyl)-1H-1,2,4-triazol-1-yl)-N-(4-hydroxy-2-oxopyrrolidin-1-yl)acrylamide